2-(3,4-dimethoxyphenyl)-3-ethyl-N-(2-hydroxyethyl)-1H-indole-5-carboxamide COC=1C=C(C=CC1OC)C=1NC2=CC=C(C=C2C1CC)C(=O)NCCO